[Li+].C(N)(=O)[C@H]1N2C(N([C@H](C(=C1)C)C2)OC(C(=O)[O-])(F)F)=O 2-(((2S,5R)-2-carbamoyl-4-methyl-7-oxo-1,6-diazabicyclo[3.2.1]oct-3-en-6-yl)oxy)-2,2-difluoroacetic acid lithium salt